C(C)(C)(C)OC(=O)N[C@H](CC1=C(C=2N=C(N=C(C2S1)N(C(OC(C)(C)C)=O)CC=1SC=C(N1)F)Cl)C)C tert-butyl N-[6-[(2S)-2-(tertbutoxycarbonylamino)propyl]-2-chloro-7-methyl-thieno[3,2-d]pyrimidin-4-yl]-N-[(4-fluorothiazol-2-yl)methyl]carbamate